F[C@H]1[C@H]([C@H](CN(C1)C1=NC=CC(=N1)NC=1N=CC2=C(C=CC(=C2C1)C(C)C)N1CC(C1)CS(=O)(=O)C)O)OC (3S,4S,5R)-5-fluoro-1-(4-((5-isopropyl-8-(3-((methylsulfonyl)methyl)azetidin-1-yl)isoquinolin-3-yl)amino)pyrimidin-2-yl)-4-methoxypiperidin-3-ol